1-(tert-butyl)2-ethyl 3-methylpyrrolidine-1,2-dicarboxylate CC1C(N(CC1)C(=O)OCCC(C)(C)C)C(=O)[O-]